CC1=NC=C2N1C=CN=C2C2(CCC(CC2)NC2=CC=CC=1N2C=C(N1)C(F)(F)F)N 1-(3-methylimidazo[1,5-a]pyrazin-8-yl)-N4-(2-(trifluoromethyl)imidazo[1,2-a]pyridin-5-yl)cyclohexane-1,4-diamine